(1H-indol-6-yl)methanone N1C=CC2=CC=C(C=C12)C=O